N-[[4-[(4-chlorophenyl)methylsulfamoyl]phenyl]methyl]carbamate ClC1=CC=C(C=C1)CNS(=O)(=O)C1=CC=C(C=C1)CNC([O-])=O